FC(CC)(F)C1=C(O[C@H](C(=O)OC)C)C=C(C(=C1)F)F methyl (S)-2-(2-(1,1-difluoropropyl)-4,5-difluorophenoxy)propanoate